FC(CCC(=O)N1CCC(CC1)C1=CC(=NC=C1)F)(F)F 4,4,4-trifluoro-1-(4-(2-fluoropyridin-4-yl)piperidin-1-yl)butan-1-one